C1(CC1)O[C@H](C(=O)OC)C(C)(C)C methyl (S)-2-cyclopropoxy-3,3-dimethylbutyrate